(2-amino-7-fluoropyrido[3,2-d]pyrimidin-4-yl)amino-2-methylhexan-1-ol NC=1N=C(C2=C(N1)C=C(C=N2)F)NC(C(CCCC)C)O